C(C)OC(C[C@@H](C=1C=C(C(=CC1)OC(F)(F)F)C1=CC=CC=C1)N)=O (S)-3-amino-3-(6-(trifluoromethoxy)biphenyl-3-yl)propionic acid ethyl ester